[Si](C)(C)(C(C)(C)C)OCC1=CN=C(N1COCC[Si](C)(C)C)C=O 5-(((tert-butyldimethylsilyl)oxy)methyl)-1-((2-(trimethylsilyl)ethoxy)methyl)-1H-imidazole-2-carbaldehyde